5-chlorophenyl-pentanone ClC=1C=CC=C(C1)CC(CCC)=O